(cyclooctadiene) rhodium (I) tetrafluoroborate F[B-](F)(F)F.[Rh+].C1=CC=CCCCC1